CN1C(N(C2=NC(=NC=C12)NC=1C(=CC=2N(C1)N=CN2)C)C21CC(C2)(C1)CC#N)=O 2-(3-(7-methyl-2-((7-methyl-[1,2,4]triazolo[1,5-a]pyridin-6-yl)amino)-8-oxo-7,8-dihydro-9H-purin-9-yl)bicyclo[1.1.1]pentan-1-yl)acetonitrile